2-[2-[2-[2-[2-[2-(2-hydroxyethoxy)ethoxy]ethoxy] ethoxy]ethoxy]ethoxy]ethyl 4-methylbenzenesulfonate CC1=CC=C(C=C1)S(=O)(=O)OCCOCCOCCOCCOCCOCCOCCO